ClC=1C(=NC=CC1C1=NC(=C(C=C1)CNC[C@@H]1CCC(N1)=O)OC)C1=C(C(=CC=C1)NC1=NC=CC(=C1F)CN1CC(C1)CO)Cl (S)-5-((((3'-Chloro-2'-(2-chloro-3-((3-fluoro-4-((3-(hydroxymethyl)azetidin-1-yl)methyl)pyridin-2-yl)amino)phenyl)-6-methoxy-[2,4'-bipyridin]-5-yl)methyl)amino)methyl)pyrrolidin-2-one